COC1=C(C=NC(=C1)C(F)(F)F)[C@@H]1[C@H](O[C@]([C@H]1C)(C(F)(F)F)C)C(=O)NC1=CC(=NC=C1)C(=O)N (2S,3R,4S,5R)-4-[[3-[4-methoxy-6-(trifluoromethyl)-3-pyridyl]-4,5-dimethyl-5-(trifluoromethyl)tetrahydrofuran-2-carbonyl]amino]pyridine-2-carboxamide